CN1C[C@H]2N(C3=C(C=C(C=C3CC2)C=2N=C3C(=NC2)NC=C3C3=CC=C(C(=O)N(C[C@H]2COCC2)C)C=C3)C)CC1 4-(2-((S)-3,10-dimethyl-2,3,4,4a,5,6-hexahydro-1H-pyrazino[1,2-a]quinolin-8-yl)-5H-pyrrolo[2,3-b]pyrazin-7-yl)-N-methyl-N-(((S)-tetrahydrofuran-3-yl)methyl)benzamide